2-thiophenesulfonamide pyridinium salt [NH+]1=CC=CC=C1.S1C(=CC=C1)S(=O)(=O)[NH-]